9-(2,6-dimethylphenyl)-9H-[3,9']bicarbazole CC1=C(C(=CC=C1)C)N1C2=CC=CC=C2C=2C=C(C=CC12)N1C2=CC=CC=C2C=2C=CC=CC12